tert-butyl (3S,5S)-3-(((tert-butoxycarbonyl)amino)methyl)-5-(((tert-butyldiphenylsilyl)oxy)methyl)-3-methyl-2-oxopyrrolidine-1-carboxylate C(C)(C)(C)OC(=O)NC[C@]1(C(N([C@@H](C1)CO[Si](C1=CC=CC=C1)(C1=CC=CC=C1)C(C)(C)C)C(=O)OC(C)(C)C)=O)C